C(C)C=1C(NC=2C=C(C=NC2C1)CN1CCN(CC1)C1=CC=CC=N1)=O 6-(4-((7-Ethyl-6-oxo-5,6-dihydro-1,5-naphthyridin-3-yl)methyl)piperazin-1-yl)pyridine